N-(3-(Difluoromethoxy)-5-(trifluoromethyl)phenyl)-2-ethynyl-N-(1-(4-fluorobenzyl)-2-oxopyrrolidin-3-yl)thiazole-4-carboxamide FC(OC=1C=C(C=C(C1)C(F)(F)F)N(C(=O)C=1N=C(SC1)C#C)C1C(N(CC1)CC1=CC=C(C=C1)F)=O)F